Ethyl-4-ethoxybenzoat C(C)OC(C1=CC=C(C=C1)OCC)=O